N-[(5-cyano-2-cyclopropylphenyl)-methyl]-6-(difluoromethoxy)-5-fluoropyridine-3-carboxamide C(#N)C=1C=CC(=C(C1)CNC(=O)C=1C=NC(=C(C1)F)OC(F)F)C1CC1